1,4-butanediol bisthioglycolate C(CS)(=O)OCCCCOC(CS)=O